4-(2-fluoro-4-methoxy-5-(((1R,2S)-2-((3-((trifluoromethyl)sulfonyl)phenyl)carbamoyl)cyclopentyl)carbamoyl)phenoxy)-1-methylcyclohexane-1-carboxylic acid FC1=C(OC2CCC(CC2)(C(=O)O)C)C=C(C(=C1)OC)C(N[C@H]1[C@H](CCC1)C(NC1=CC(=CC=C1)S(=O)(=O)C(F)(F)F)=O)=O